C(C1=CC=CC=C1)N1C[C@@H](N(C2=C(C1=O)C=NC(=N2)N2CCOCC2)CCC)C=C (S)-6-benzyl-2-morpholinyl-9-propyl-8-vinyl-6,7,8,9-tetrahydro-5H-pyrimido[4,5-e][1,4]Diazepin-5-one